methyl (2S,3R)-2-(benzyloxycarbonylamino)-3-(1-methylcyclobutoxy)butanoate C(C1=CC=CC=C1)OC(=O)N[C@H](C(=O)OC)[C@@H](C)OC1(CCC1)C